5,5-dimethyl-hydantoin Chlorofluoroacetate ClC(C(=O)O)F.CC1(C(NC(N1)=O)=O)C